COC(C1=NC=CC(=C1)C=1OC2=C(N1)C=C(C=C2)NC(C(C)(C)F)=O)=O 4-(5-(2-fluoro-2-methylpropionamido)benzo[d]oxazol-2-yl)picolinic acid methyl ester